BrC=1C=C(C(N(C1)C)=O)NC1=CC=C(C=N1)N1[C@H](CN(CC1)[C@@H]1C[C@@H](N(CC1)C=1C=C(C(C(=O)O)=CC1)C(=O)O)C)C 4-((2S,4S)-4-((S)-4-(6-((5-bromo-1-methyl-2-oxo-1,2-dihydropyridin-3-yl)amino)pyridin-3-yl)-3-methylpiperazin-1-yl)-2-methylpiperidin-1-yl)phthalic acid